ethylphenyl-2',3,4,5-tetrafluorobiphenyl C(C)C1=C(C(=C(C(=C1C1=C(C=CC=C1)F)C1=CC=CC=C1)F)F)F